C(#N)CC(=O)C1=CC=C(C(=O)N)C=C1 4-(2-cyanoacetyl)benzamide